(S)-4-(5-chloro-2-fluoro-4-nitrophenyl)-3-(2-hydroxyethyl)piperazine-1-carboxylic acid tert-butyl ester C(C)(C)(C)OC(=O)N1C[C@@H](N(CC1)C1=C(C=C(C(=C1)Cl)[N+](=O)[O-])F)CCO